BrC=1C=NC(=NC1)C1=CC(N(N=C1)C)=O 5-(5-bromopyrimidin-2-yl)-2-methylpyridazin-3(2H)-one